2,2-dimethylpropanoyloxymethyl (3R)-2-hydroxy-7-methoxy-3-(1,3,4-thiadiazol-2-ylsulfanyl)-3,4-dihydro-1,2-benzoxaborinine-8-carboxylate OB1OC2=C(C[C@@H]1SC=1SC=NN1)C=CC(=C2C(=O)OCOC(C(C)(C)C)=O)OC